CC1(CCC=2C(=NC(NC2C1)N1CC2(CN(C2)C(C=C)=O)CC1)N[C@H](CN1N=NC=C1)CC(C)C)C 1-(6-(7,7-dimethyl-4-(((2S)-4-methyl-1-(1H-1,2,3-triazol-1-yl)-2-pentanyl)amino)-5,6,7,8-tetrahydro-2H-quinazolinyl)-2,6-diazaspiro[3.4]octan-2-yl)-2-propen-1-one